(2R,3R,4R,5R)-2-(4-aminopyrrolo[2,1-f][1,2,4]triazin-7-yl)-5-((((bis(2-(pivaloylthio) ethoxy)) phosphoryl) oxy) methyl)-2-cyanotetrahydrofuran-3,4-diylbis(2-methylpropionate) NC1=NC=NN2C1=CC=C2[C@@]2(O[C@H]([C@H]([C@@H]2C(C(=O)[O-])(C)C)C(C(=O)[O-])(C)C)COP(=O)(OCCSC(C(C)(C)C)=O)OCCSC(C(C)(C)C)=O)C#N